C(#N)N[S@@](=O)(=NC(NC1=C2CCCC2=CC=2CCCC12)=O)CC1=CC=C(C=C1)C(C)(C)O (S)-N-cyano-N'-((1,2,3,5,6,7-hexahydro-s-indacen-4-yl)carbamoyl)-1-(4-(2-hydroxypropan-2-yl)phenyl)methane-sulfonimidamide